CCCCCCCCCCCCCCCCCCCCCCCCCC(=O)N[C@@H](CO[C@H]1[C@@H]([C@H]([C@@H]([C@H](O1)CO)O)O)O)[C@@H](/C=C/CCCCCCCCC(C)CC)O The molecule is a beta-D-glucosylceramide in which a beta-D-glucosyl residue attached to the primary hydroxyl group of N-hexaacosanoyl-14-methylhexadecasphingosine. It is a metabolite of the nematode Caenorhabditis elegans. It has a role as a Caenorhabditis elegans metabolite. It derives from a 14-methylhexadecasphingosine and a hexacosanoic acid.